C(C1=CC=CC=C1)OC=1C=C(C=CC1)NC(=S)NNC(=O)C1=NC2=CC=CC=C2C=C1 N-(3-(benzyloxy)phenyl)-2-(quinoline-2-carbonyl)hydrazine-1-carbothioamide